1-(1-Iodo-3-(tetrahydro-2H-pyran-4-yl)-5,6-dihydroimidazo[1,5-a]pyrazin-7(8H)-yl)ethan-1-one IC=1N=C(N2C1CN(CC2)C(C)=O)C2CCOCC2